NC1=C2C(=NC=N1)N(N=C2C2=CC=C(C=C2)OC2=CC=CC=C2)C2CCN(CC2)CC2CCN(CC2)C2CCN(CC2)C(=O)OC(C)(C)C tert-butyl 4-((4-(4-amino-3-(4-phenoxyphenyl)-1H-pyrazolo[3,4-d]pyrimidin-1-yl) piperidin-1-yl) methyl)-[1,4'-bipiperidine]-1'-carboxylate